CN1[C@@H]([C@H](CC1=O)C(NCCOCCOCCOCCOCCCC=1C=C(C(=O)O)C=CN1)=O)C=1C=NC=CC1 2-(1-((2S,3S)-1-Methyl-5-oxo-2-(pyridin-3-yl)pyrrolidin-3-yl)-1-oxo-5,8,11,14-tetraoxa-2-azaheptadecan-17-yl)isonicotinic acid